N2-(1,3-dimethyl-1H-pyrazol-4-yl)-7-isopropyl-5-(5-methyl-1H-indazol-4-yl)-7H-pyrrolo[2,3-d]pyrimidine-2,4-diamine CN1N=C(C(=C1)NC=1N=C(C2=C(N1)N(C=C2C2=C1C=NNC1=CC=C2C)C(C)C)N)C